1-(((5-Amino-6-(7-fluoro-1H-indazole-4-carbonyl)-3-methylpyridin-2-yl)oxy)methyl)cyclopropane-1-carbonitrile NC=1C=C(C(=NC1C(=O)C=1C=2C=NNC2C(=CC1)F)OCC1(CC1)C#N)C